CC1=NC(=CC=C1N1CCN(CC1)CC=1C=CC=2C=3C(C(NC2C1)=O)=CN(N3)C)C(NC)=O 7-((4-(2-methyl-6-(methylcarbamoyl)pyridin-3-yl)piperazin-1-yl)methyl)-2-methyl-2,5-dihydro-4H-pyrazolo[4,3-c]quinolin-4-one